ClC1=C(C(=O)N)C=CC(=C1)N1C(C=2N=C(N(C2C12C(NC1=CC(=CC=C12)Cl)=O)C(C)C)C=1C=NC(=CC1OC)OC)=O 2-chloro-4-(6-chloro-2'-(4,6-dimethoxypyridin-3-yl)-3'-isopropyl-2,6'-dioxo-3',6'-dihydro-5'H-spiro[indoline-3,4'-pyrrolo[3,4-d]imidazol]-5'-yl)benzamide